OCC1CC2=C(N=NC(=C2)C2=C(C=C(C=C2C)C(F)(F)F)O)N(C1)[C@H]1CN(CCC1)C 2-(6-(hydroxymethyl)-8-((R)-1-methylpiperidin-3-yl)-5,6,7,8-tetrahydropyrido[2,3-c]pyridazin-3-yl)-3-methyl-5-(trifluoromethyl)phenol